[Cl-].[Cl-].C(C1=CC=CC=C1)(=O)C(C(C1=CC=CC=C1)=O)=[Zr+2]C1C(=CC2=CC=CC(=C12)C(C)(C)C)C(C)(C)C dibenzoylmethylene(2,7-di-t-butyl-1-indenyl)zirconium dichloride